OC[C@H](C1=CC=CC=C1)NC1=CC(=NC=C1C=1OC=NN1)NC1=CC=C2C(=N1)CN(C2=O)C2=C(C=CC(=C2)C)OC 2-[(4-{[(1S)-2-hydroxy-1-phenylethyl]amino}-5-(1,3,4-oxadiazol-2-yl)pyridin-2-yl)amino]-6-(2-methoxy-5-methylphenyl)-7H-pyrrolo[3,4-b]pyridin-5-one